C(C)(C)(C)OC(=O)N1C[C@H]([C@@H](CC1)C1=CC=C(C=C1)OC)COC=1C=C2C(NCC2=CC1)=O |r| (+/-)-trans-4-(4-methoxyphenyl)-3-{[(3-oxoisoindolin-5-yl)oxy]methyl}piperidine-1-carboxylic acid tert-butyl ester